(3-Methacryloxy-2-hydroxypropoxy)propylbis(trimethylsiloxy)methylsilane L-2-ethylhexyl-phosphonate C(C)C(CP(O)(O)=O)CCCC.C(C(=C)C)(=O)OCC(COCCC[SiH2]C(O[Si](C)(C)C)O[Si](C)(C)C)O